CC(=CC(O)C1=C(C=CC(=C1)Cl)C#CC1=CC=CC=C1)C 3-methyl-1-(5-chloro-2-(phenylethynyl)phenyl)but-2-en-1-ol